2-(2,4-bis(trifluoromethyl)phenyl)-N-(4-fluorophenyl)-N-((5-(1-(tetrahydrofuran-3-yl)-1H-pyrazol-3-yl)-1,3,4-oxadiazol-2-yl)methyl)acetamide FC(C1=C(C=CC(=C1)C(F)(F)F)CC(=O)N(CC=1OC(=NN1)C1=NN(C=C1)C1COCC1)C1=CC=C(C=C1)F)(F)F